BrC=1N=C(N(C1F)C1CC1)[Si](C(C)C)(C(C)C)C(C)C 4-bromo-1-cyclopropyl-5-fluoro-2-(triisopropylsilyl)-1H-imidazole